(3-fluorophenyl)((4-methoxy-3,5-dimethylpyridin-2-yl)methyl)carbamic acid tert-butyl ester C(C)(C)(C)OC(N(CC1=NC=C(C(=C1C)OC)C)C1=CC(=CC=C1)F)=O